N-((2-Aminopyridin-3-yl)sulfonyl)-6'-(((S)-1-hydroxypropan-2-yl)oxy)-6-((S)-2,2,4-trimethylpyrrolidin-1-yl)-[2,3'-bipyridin]-5-carboxamid NC1=NC=CC=C1S(=O)(=O)NC(=O)C=1C=CC(=NC1N1C(C[C@@H](C1)C)(C)C)C=1C=NC(=CC1)O[C@H](CO)C